5-((2'-(5-chloroisoindolin-2-yl)-[2,4'-bipyrimidinyl]-4-yl)ethynyl)-1H-indazole ClC=1C=C2CN(CC2=CC1)C1=NC=CC(=N1)C1=NC=CC(=N1)C#CC=1C=C2C=NNC2=CC1